BrC=1C(=C(C=2N(C1)N=CN2)C2CC2)C 6-bromo-8-cyclopropyl-7-methyl-[1,2,4]triazolo[1,5-a]pyridine